N-phenyl-2-(4-methoxyphenylamino)acetamide C1(=CC=CC=C1)NC(CNC1=CC=C(C=C1)OC)=O